(2R)-4-tert-butoxycarbonyl-6,6-dimethyl-morpholine-2-carboxylic acid C(C)(C)(C)OC(=O)N1C[C@@H](OC(C1)(C)C)C(=O)O